CCCCC/C=C/C=C/C=O (2E,4E)-Decadienal